N-(4-fluoro-3-methylphenyl)-1,2,4-trimethyl-5-(2-oxo-2-((1-(pyridin-3-yl)piperidin-4-yl)amino)acetyl)-1H-pyrrole-3-carboxamide FC1=C(C=C(C=C1)NC(=O)C1=C(N(C(=C1C)C(C(NC1CCN(CC1)C=1C=NC=CC1)=O)=O)C)C)C